2-({4-[2-(4-chloro-2-fluorophenyl)-1,3-benzodioxol-4-yl]piperidin-1-yl}methyl)-7-fluoro-1-[(2S)-oxetan-2-ylmethyl]-1H-benzimidazole-6-carboxylic acid ClC1=CC(=C(C=C1)C1OC2=C(O1)C=CC=C2C2CCN(CC2)CC2=NC1=C(N2C[C@H]2OCC2)C(=C(C=C1)C(=O)O)F)F